C(C)(C)OC(=O)OC=1C2=CC=CC=C2C=C2C=CC=CC12 9-(isopropoxycarbonyloxy)anthracene